tert-butyl (S)-(1-(3-(2-isopropoxypyridin-4-yl)-1,2,4-oxadiazol-5-yl)ethyl)carbamate C(C)(C)OC1=NC=CC(=C1)C1=NOC(=N1)[C@H](C)NC(OC(C)(C)C)=O